C1(=CC=CC2=CC=CC=C12)C(C)I α-naphthylethyl iodide